C(C)(C)(C)OC(=O)N1CCC(CC1)C=1C=CC=2NC3=CC(=CC=C3C2C1)NC(C)=O 4-(7-acetamido-9H-carbazol-3-yl)piperidine-1-carboxylic acid tert-butyl ester